BrC1=CN=C2N1C=C(C=C2)C(=O)N(C)C2=CC(=C(C=C2)C#N)OC 3-bromo-N-(4-cyano-3-methoxy-phenyl)-N-methyl-imidazo[1,2-a]pyridine-6-carboxamide